2-(3-bromo-2,2-bis(bromomethyl)propoxy)tetrahydro-2H-pyran BrCC(COC1OCCCC1)(CBr)CBr